6-(1-(4-((2,6-dioxopiperidin-3-yl)amino)benzyl)piperidin-4-yl)-2-(4-phenoxyphenyl)nicotinamide O=C1NC(CCC1NC1=CC=C(CN2CCC(CC2)C2=NC(=C(C(=O)N)C=C2)C2=CC=C(C=C2)OC2=CC=CC=C2)C=C1)=O